N-(3-Fluorobenzyl)-1-(1-(7-methoxyquinolin-5-yl)ethyl)piperidine-4-carboxamide FC=1C=C(CNC(=O)C2CCN(CC2)C(C)C2=C3C=CC=NC3=CC(=C2)OC)C=CC1